O1CCN(CC1)C=1C=C(C=CC1)C1=CN=C(N1)C1=NNC2=CC=C(C=C12)C(=O)NCCCNC(OC(C)(C)C)=O tert-butyl (3-(3-(5-(3-morpholinophenyl)-1H-imidazol-2-yl)-1H-indazole-5-carboxamido) propyl)carbamate